4-(6-(cyclopropanecarboxamido)-1H-pyrrolo[2,3-b]pyridin-4-yl)-N-(2,2,2-trifluoroethyl)-3,6-dihydropyridine-1(2H)-carboxamide C1(CC1)C(=O)NC1=CC(=C2C(=N1)NC=C2)C=2CCN(CC2)C(=O)NCC(F)(F)F